6-(2-amino-6-oxo-5-oxa-7-azaspiro[3.4]octan-7-yl)-4-(2-trimethylsilylethoxymethyl)pyrazino[2,3-b][1,4]oxazin-3-one NC1CC2(C1)OC(N(C2)C2=NC1=C(OCC(N1COCC[Si](C)(C)C)=O)N=C2)=O